4-(3-chloro-7-((2S,4S)-2-(1-cyclopropyl-1H-pyrazol-4-yl)tetrahydro-2H-pyran-4-yl)-2-methyl-4-oxo-4H-pyrazino[1,2-a]pyrimidin-9-yl)-3-fluorobenzonitrile ClC1=C(N=C2N(C1=O)C=C(N=C2C2=C(C=C(C#N)C=C2)F)[C@@H]2C[C@H](OCC2)C=2C=NN(C2)C2CC2)C